CC(C)(C)S 2-Methyl-2-propanthiol